5-HYDROXYMETHYL-1H-IMIDAZOLE-4-CARBOXYLIC ACID OCC1=C(N=CN1)C(=O)O